C(C)(C)(C)OC(NC=1N(C(=NC(C1N=O)=O)S)CC1=CC=C(C=C1)Cl)=O (3-(4-chlorobenzyl)-2-mercapto-5-nitroso-6-oxo-3,6-dihydropyrimidin-4-yl)carbamic acid tert-butyl ester